C(C)(C)(C)OC(=O)C1=CC=C(C=C1)C1=CC=C(C=C1)NC([C@@H]1N(CCC1)C(NC1=CC=C(C=C1)C(F)(F)F)=O)=O.C(C(C)C)C1=CC=C(C=C1)C(\C=C\C1=CC=C(C=C1)C(F)(F)F)=O (E)-1-(4-isobutylphenyl)-3-(4-(trifluoromethyl)phenyl)prop-2-en-1-one tert-butyl-4'-[(1-{[4-(trifluoromethyl)phenyl]carbamoyl}-D-prolyl)amino][1,1'-biphenyl]-4-carboxylate